ClC1=CC=C(C(=N1)C)N[C@H](C)C=1C=C(C=C2C(C(=C(OC12)C1=CC=C2C=NN(C2=C1)C1OCCCC1)C)=O)C 8-[(1R)-1-[(6-Chloro-2-methyl-3-pyridyl)amino]ethyl]-3,6-dimethyl-2-(1-tetrahydropyran-2-ylindazol-6-yl)chromen-4-one